Isopropyl (6-{[4-(pyrazol-1-yl)benzyl] (pyridin-3-ylsulfonyl)aminomethyl}pyridin-2-ylamino)acetate N1(N=CC=C1)C1=CC=C(CC(C2=CC=CC(=N2)NCC(=O)OC(C)C)NS(=O)(=O)C=2C=NC=CC2)C=C1